C(C=C)(=O)N1CC(N(CC1)C=1C2=C(N(C(N1)=O)C=1C(=NC=CC1C)OC1CCC1)N=C(C(=C2)F)C2=C(C=CC=C2O)F)C 4-(4-propenoyl-2-methylpiperazin-1-yl)-1-(2-cyclobutoxy-4-methylpyridin-3-yl)-6-fluoro-7-(2-fluoro-6-hydroxyphenyl)pyrido[2,3-d]pyrimidin-2(1H)-one